imidazo[3,4-c]pyrimidine C=1N=CN2C=NC=CC21